((1R,5S,6s)-6-((4-(2-aminopropan-2-yl)-6-(2,4-difluorophenyl)pyridin-2-yl)oxy)-3-azabicyclo[3.1.0]hexan-3-yl)(4-methyl-2-(pyrimidin-2-yl)thiazol-5-yl)methanone NC(C)(C)C1=CC(=NC(=C1)C1=C(C=C(C=C1)F)F)OC1[C@@H]2CN(C[C@H]12)C(=O)C1=C(N=C(S1)C1=NC=CC=N1)C